2-((4-methylbenzyl)thio)-1,5-diphenyl-1H-imidazole CC1=CC=C(CSC=2N(C(=CN2)C2=CC=CC=C2)C2=CC=CC=C2)C=C1